C(C1=CC=CC=C1)OC1=CC=CC(=N1)OC(F)F 6-(benzyloxy)-2-(difluoromethoxy)pyridin